tert-butyl (2R,4R)-4-(5-(benzyloxy)-2-methylbenzofuran-3-carboxamido)-2-(hydroxymethyl)-pyrrolidine-1-carboxylate C(C1=CC=CC=C1)OC=1C=CC2=C(C(=C(O2)C)C(=O)N[C@@H]2C[C@@H](N(C2)C(=O)OC(C)(C)C)CO)C1